ClC1=CC=C(C=C1)N1CCCN(S1(=O)=O)C(C(=O)NC1C2CC3(CC(CC1C3)C2)C(=O)N)C 4-(2-(6-(4-chlorophenyl)-1,1-dioxido-1,2,6-thiadiazinan-2-yl)propaneamido)adamantan-1-carboxamide